FC(COC(=O)N1[C@H]([C@]2(COCC(N2)=O)CCC1)COC1CCN(CC1)C1=NC=C(C=N1)F)F |o1:7,8| 2,2-difluoroethyl-rel-(6S,7R)-7-({[1-(5-fluoropyrimidin-2-yl)piperidin-4-yl]oxy}methyl)-2-oxo-4-oxa-1,8-diazaspiro[5.5]undecane-8-carboxylate